BrC1=CC=C2C(=NN(C2=C1)C)CCl 6-bromo-3-(chloromethyl)-1-methyl-indazole